[C-]#N.[K+].[Au+3].[C-]#N.[C-]#N.[C-]#N gold-potassium cyanide